(3R,6S)-3-(3-guanidinopropyl)-N-isopropyl-6-methyl-8-(naphthalen-1-ylmethyl)-4,7-dioxohexahydropyrazino[2,1-c][1,2,4]oxadiazine-1(6H)-carboxamide N(C(=N)N)CCC[C@@H]1C(N2C(N(O1)C(=O)NC(C)C)CN(C([C@@H]2C)=O)CC2=CC=CC1=CC=CC=C21)=O